(1s,4s)-4-(3-bromo-2-(trifluoromethyl)phenoxy)cyclohexan-1-ol BrC=1C(=C(OC2CCC(CC2)O)C=CC1)C(F)(F)F